COC(/C(=C/[C@H]1C([C@@H]1C(=O)[O-])(C)C)/C)=O (1R,3R)-3-[(E)-3-methoxy-2-methyl-3-oxoprop-1-enyl]-2,2-dimethylcyclopropane-1-carboxylate